6-(4-(((3R,4R)-4-hydroxy-3-(4-methyl-1-oxo-1,3-dihydroisobenzofuran-5-yl)piperidin-1-yl)methyl)-1H-pyrazol-1-yl)-2,4-dimethylnicotinonitrile O[C@H]1[C@@H](CN(CC1)CC=1C=NN(C1)C1=NC(=C(C#N)C(=C1)C)C)C=1C(=C2COC(C2=CC1)=O)C